1,1-di(tert-hexylperoxy)cyclohexane C(C)(C)(CCC)OOC1(CCCCC1)OOC(C)(C)CCC